FC1=CC=C(C=C1)C1(CC1)NC(=O)C=1C=2C[C@H]3[C@@H](C2N(N1)C1=C(C=C(C=C1)F)F)C3 (1aS,5aS)-2-(2,4-Difluoro-phenyl)-1a,2,5,5a-tetrahydro-1H-2,3-diaza-cyclopropa[a]pentalene-4-carboxylic acid [1-(4-fluoro-phenyl)-cyclopropyl]-amide